(R)-N2-(4,4-Difluoro-1-(oxetan-3-yl)pyrrolidin-3-yl)-5-(3-(2,2-difluoroethyl)-3H-[1,2,3]triazolo[4,5-b]pyridin-5-yl)-N4-methylpyrrolo[2,1-f][1,2,4]triazine-2,4-diamine FC1([C@@H](CN(C1)C1COC1)NC1=NN2C(C(=N1)NC)=C(C=C2)C2=CC=C1C(=N2)N(N=N1)CC(F)F)F